F[C@H]1CN(CC[C@H]1NC1=C2C=C(N(C2=CC=C1)CC(F)(F)F)C#CCNC=1C(=CC(=NC1)C(=O)N(C)C)OC)C 5-[3-[4-[[(3S,4R)-3-fluoro-1-methyl-4-piperidyl]amino]-1-(2,2,2-trifluoroethyl)indol-2-yl]prop-2-ynylamino]-4-methoxy-N,N-dimethyl-pyridine-2-carboxamide